C(=O)(C(=C)C)[SiH](OCC)OCC methacryl-diethoxysilane